2-(4-acetylphenyl)-10-hydroxy-7,7-dimethyl-11-(trifluoromethoxy)-5,12b-dihydro-1H,7H-chromeno[4,3-c][1,2,4]triazolo[1,2-a]pyridazine-1,3(2H)-dione C(C)(=O)C1=CC=C(C=C1)N1C(N2N(CC=C3C2C=2C=C(C(=CC2OC3(C)C)O)OC(F)(F)F)C1=O)=O